2,7-dibenzoylfluorene C(C1=CC=CC=C1)(=O)C1=CC=2CC3=CC(=CC=C3C2C=C1)C(C1=CC=CC=C1)=O